ethyl 6-[4-[2-(azetidin-1-yl)-3-pyridyl]piperazin-1-yl]-2-azaspiro[3.4]-octane-2-carboxylate N1(CCC1)C1=NC=CC=C1N1CCN(CC1)C1CC2(CN(C2)C(=O)OCC)CC1